norbornane-2-spironaphthalene C12(CC=CC3=CC=CC=C13)C1CCC(C2)C1